[N+](=O)([O-])C1=CC=CC=C1 para-nitro-benzene